6-(1-cyclopropyl-1H-pyrazol-5-yl)-4-hydroxy-2-mercaptonicotinonitrile C1(CC1)N1N=CC=C1C1=NC(=C(C#N)C(=C1)O)S